rac-(1R,5R,6S)-3-(4-chlorophenyl)bicyclo[3.1.0]Hex-3-ene-6-carbonitrile ClC1=CC=C(C=C1)C=1C[C@H]2[C@@H]([C@H]2C1)C#N |r|